3-(sec-butyl)-4-(5-oxopyrrolidine-2-carbonyl)-1,3,4,5-tetrahydro-2H-benzo[1,4]diazepin-2-one C(C)(CC)C1C(NC2=C(CN1C(=O)C1NC(CC1)=O)C=CC=C2)=O